tert-butyl (S)-6-benzyl-8-(((2S,3r)-3-(cyclohexylmethoxy)-1-methoxy-1-oxobutan-2-yl) carbamoyl)-2,6-diazaspiro[3.4]octane-2-carboxylate C(C1=CC=CC=C1)N1CC2(CN(C2)C(=O)OC(C)(C)C)[C@@H](C1)C(N[C@H](C(=O)OC)[C@@H](C)OCC1CCCCC1)=O